N-((2-(6-(((1-(hydroxymethyl)cyclopropyl)methyl)(methyl)amino)pyridin-2-yl)-1,6-naphthyridin-7-yl)methyl)-5-(methylsulfonyl)nicotinamide OCC1(CC1)CN(C1=CC=CC(=N1)C1=NC2=CC(=NC=C2C=C1)CNC(C1=CN=CC(=C1)S(=O)(=O)C)=O)C